(2-cyclopropylthiazol-4-yl)methanol C1(CC1)C=1SC=C(N1)CO